(S)-trifluoro((3-methylpiperidine-1-yl)methyl)potassium borate B(O)(O)O.F[C@@]1(C(N(CCC1)C[K])(F)F)C